8-(bicyclo[3.2.1]octan-3-yl)-9-(4-((1-(3-fluoropropyl)azetidin-3-yl)methyl)phenyl)-6,7-dihydro-5H-benzo[7]annulene-3-carboxylic acid C12CC(CC(CC1)C2)C=2CCCC1=C(C2C2=CC=C(C=C2)CC2CN(C2)CCCF)C=CC(=C1)C(=O)O